OC(CO)C1=C(C=C(C=2N=COC21)C2=CC=C(C=C2)OC(F)(F)F)CN(C(OC(C)(C)C)=O)C tert-butyl ((7-(1,2-dihydroxy ethyl)-4-(4-(trifluoromethoxy)phenyl)benzo[d]oxazol-6-yl)methyl)(methyl)carbamate